NC1=CC=CC(=N1)S(=O)(=O)NC(=O)C=1C(=NC(=CC1)C=1C=NC(=CC1)OC(C)C)N1[C@@H]([C@H](CC1)C)C N-[(6-Amino-2-pyridyl)sulfonyl]-2-[(2R,3S)-2,3-dimethylpyrrolidin-1-yl]-6-(6-isopropoxy-3-pyridyl)pyridin-3-carboxamid